(E)-3-(4-fluorostyryl)-2,5,6-trimethyl-1H,7H-pyrazolo[1,2-a]pyrazole-1,7-dione FC1=CC=C(/C=C/C2=C(C(N3N2C(=C(C3=O)C)C)=O)C)C=C1